Ethyl (3-((3-(benzo[d]thiazol-2-yl)-4,5,6,7-tetrahydrothieno[2,3-c]pyridin-2-yl)amino)-3-oxopropyl)glycinate S1C(=NC2=C1C=CC=C2)C2=C(SC=1CNCCC12)NC(CCNCC(=O)OCC)=O